1-(5-(cyclopropylthio)-2-(difluoromethoxy)phenyl)-3-methyl-6-(pyrazolo[1,5-a]pyrimidin-3-yl)-1H-pyrazolo[4,3-c]pyridine C1(CC1)SC=1C=CC(=C(C1)N1N=C(C=2C=NC(=CC21)C=2C=NN1C2N=CC=C1)C)OC(F)F